C(C)(C)(C)NC(=O)N1CCC(CC1)N1N=CC(=C1)NC1=NC=C(C(=N1)C1=CC=C(C(=O)O)C=C1)C 4-(2-((1-(1-(tert-Butylcarbamoyl)piperidin-4-yl)-1H-pyrazol-4-yl)amino)-5-methylpyrimidin-4-yl)benzoic Acid